ClC1=CC2=CC=CC=3C4=C[C@H](CN([C@@H]4CN1C32)C)C (7aS,10R)-5-chloro-8,10-dimethyl-7a,8,9,10-tetrahydro-7H-indolo[7,1-fg][1,7]naphthyridine